tert-butyl(4-oxo-4-(phenylamino)butyl)carbamate C(C)(C)(C)OC(NCCCC(NC1=CC=CC=C1)=O)=O